O1CCC1C(CC)=O 1-(oxetan-4-yl)propan-1-one